C1(CC1)COCC1=C(N=C(S1)NC1=NC=CC(=C1)C(F)(F)F)C1=NC=CC=C1 5-((cyclopropyl-methoxy)methyl)-4-(pyridin-2-yl)-N-(4-(trifluoromethyl)pyridin-2-yl)thiazol-2-amine